1-(4-(4-(1,1-difluoroethyl)phenyl)-5-(isopropylthio)thiazol-2-yl)-4-(3-fluorophenyl)-3-methyl-1H-pyrazole-5-carboxylic acid FC(C)(F)C1=CC=C(C=C1)C=1N=C(SC1SC(C)C)N1N=C(C(=C1C(=O)O)C1=CC(=CC=C1)F)C